FC(C1(CC1)C1=CC=NC=C1)(F)F 4-(1-(trifluoromethyl)cyclopropyl)pyridin